Cl.C1(CC1)N(C1CCNCC1)CC(=O)OC methyl [cyclopropyl(piperidin-4-yl)amino]acetate hydrochloride